triazolo[1,5-a]pyridin-6-amine N1=NC=C2N1C=C(C=C2)N